3-(trifluoromethoxymethyl)bromobenzene FC(OCC=1C=C(C=CC1)Br)(F)F